CN(C)CC1CC(C1)OC=1C=C(C=CC1OC)NC1=NC(=CC(=N1)NC)C N2-(3-((1s,3s)-3-((dimethylamino)methyl)cyclobutoxy)-4-methoxyphenyl)-N4,6-dimethylpyrimidine-2,4-diamine